trans-4-((4-(2-Cyclopropylthiazol-5-yl) pyridin-2-yl)(((trans)-4-(4-methoxy-3-methylphenyl) cyclohexyl)methyl) carbamoyl)cyclohexyl isopropylcarbamate C(C)(C)NC(O[C@@H]1CC[C@H](CC1)C(N(C[C@@H]1CC[C@H](CC1)C1=CC(=C(C=C1)OC)C)C1=NC=CC(=C1)C1=CN=C(S1)C1CC1)=O)=O